sodium 3-(dodecylamino)propane-1-sulfonate C(CCCCCCCCCCC)NCCCS(=O)(=O)[O-].[Na+]